diphenyl-1,3,5-hexatriene C1(=CC=CC=C1)C(=CC=CC=C)C1=CC=CC=C1